4-chloro-5-(4,4-difluoropiperidin-1-yl)pyridine-2-carboxylic acid methyl ester COC(=O)C1=NC=C(C(=C1)Cl)N1CCC(CC1)(F)F